C(C)N1N=C(C=C1)C1=CC=C(N=N1)NC1C[C@@H]2[C@@H](CN(C2)CC2CCOCC2)C1 (3aR,5s,6aS)-N-[6-(1-ethylpyrazol-3-yl)pyridazin-3-yl]-2-(tetrahydropyran-4-ylmethyl)-3,3a,4,5,6,6a-hexahydro-1H-cyclopenta[c]pyrrol-5-amine